ethyl 2-[8-(2-chlorophenyl)-7-(4-chlorophenyl)-2,6-dioxo-3H-purin-1-yl]propanoate ClC1=C(C=CC=C1)C1=NC=2NC(N(C(C2N1C1=CC=C(C=C1)Cl)=O)C(C(=O)OCC)C)=O